[Br-].C(#N)C=1C=CC(=C(C1)CC[N+](C)(C)C)[C@@H]1C(=C(N(C=2N1C(NN2)=O)C2=CC(=CC=C2)C(F)(F)F)C)C(=O)OC (2-{5-cyano-2-[(R)-6-methoxycarbonyl-7-methyl-3-oxo-8-(3-trifluoromethyl-phenyl)-2,3,5,8-tetrahydro-[1,2,4]triazolo[4,3-a]pyrimidin-5-yl]-phenyl}-ethyl)-trimethyl-ammonium bromide